COC(=O)C1=CC(=C(C=C1)C=1/C(/C=CC(C1)(C)CC=C)=C/[Si](C)(C)C)C methyl-(E)-5'-allyl-5'-methyl-2'-[(trimethylsilyl)methylene]-2',5'-dihydro-[1,1'-biphenyl]-4-carboxylic acid methyl ester